5-bromo-3-((3-cyclopropoxypyridin-4-yl)methoxy)pyrazin-2-amine BrC=1N=C(C(=NC1)N)OCC1=C(C=NC=C1)OC1CC1